2-(2-((3R,4R)-3-Amino-4-fluoro-1-piperidinyl)-5,6-difluoro-1H-benzimidazol-1-yl)-N-ethylacetamid N[C@@H]1CN(CC[C@H]1F)C1=NC2=C(N1CC(=O)NCC)C=C(C(=C2)F)F